8-(dimethylamino)-2-(4-(hexyloxy)-3-methylphenyl)-7-(naphthalen-1-ylmethyl)-5-oxo-thiazolo[3,2-a]pyridine CN(C1=C2N(C(C=C1CC1=CC=CC3=CC=CC=C13)=O)C=C(S2)C2=CC(=C(C=C2)OCCCCCC)C)C